N-(1-methylethyl)glycine CC(C)NCC(=O)O